1,2,3,3-tetramethyl-3H-indol-1-ium C[N+]1=C(C(C2=CC=CC=C12)(C)C)C